FC1=C(C=C(C=C1)C(C(=O)N)C1=C2C(=CN=N1)SC=C2)C2=NC=NC1=CC(=CC=C21)N2CCOCC2 2-[4-Fluoro-3-(7-morpholin-4-yl-quinazolin-4-yl)-phenyl]-2-thieno-[2,3-d]pyridazin-4-yl-acetamide